(S)-N-(1-(4-(1-naphthoyl)piperazin-1-yl)-6-acrylamido-1-oxohexan-2-yl)-1-methyl-1H-imidazole-4-carboxamide C1(=CC=CC2=CC=CC=C12)C(=O)N1CCN(CC1)C([C@H](CCCCNC(C=C)=O)NC(=O)C=1N=CN(C1)C)=O